C(CC)C1=C(N=C(S1)C1CCNCC1)C1=CC=C(C=C1)OC1=CC=C(C=C1)Cl 5-propyl-4-(4-(4-chlorophenoxy)phenyl)-2-(piperidin-4-yl)thiazole